4-(4,5-dimethyl-1H-benzo[d]imidazol-1-yl)-N-ethyl-2,2-dimethyl-2H-benzo[e][1,3]oxazine-7-amine CC1=C(C=CC=2N(C=NC21)C2=NC(OC1=C2C=CC(=C1)NCC)(C)C)C